2-ethyl-hexyl-2-cyano-3,3-diphenylacrylate C(C)C(COC(C(=C(C1=CC=CC=C1)C1=CC=CC=C1)C#N)=O)CCCC